C(CCCCCCCCCCC)N(O)CCCCCCCCCCCC N,N-dilaurylhydroxylamine